N=1NN=NC1C1(CCCC1)NC(C(=O)C1=C(C(=C2CCCCN12)C(=O)NC1=CC(=C(C=C1)F)F)C)=O 3-(2-((1-(2H-tetrazol-5-yl)cyclopentyl)amino)-2-oxoacetyl)-N-(3,4-difluorophenyl)-2-methyl-5,6,7,8-tetrahydroindolizine-1-carboxamide